trans-1-(4-ethylphenyl)-3-(3-nitrophenyl)-2,3-epoxypropane-1-one C(C)C1=CC=C(C=C1)C(C1C(O1)C1=CC(=CC=C1)[N+](=O)[O-])=O